6,8-dichloro-N-{3-[2-(4-chloro-3-fluorophenoxy)acetamido]bicyclo[1.1.1]pent-1-yl}-4-oxo-4H-1-benzopyran-2-carboxamide ClC=1C=C(C2=C(C(C=C(O2)C(=O)NC23CC(C2)(C3)NC(COC3=CC(=C(C=C3)Cl)F)=O)=O)C1)Cl